2-(4-isopropylpiperazin-1-yl)-N-(6-(thiazol-5-yl)isoquinolin-3-yl)acetamide C(C)(C)N1CCN(CC1)CC(=O)NC=1N=CC2=CC=C(C=C2C1)C1=CN=CS1